NC1=C(C(=O)NC2CNC2)C=C(C=N1)C1=C(C=C(C=C1)NC(C(O)C1=CC(=CC(=C1)F)F)=O)C 2-amino-N-(azetidin-3-yl)-5-(4-(2-(3,5-difluorophenyl)-2-hydroxyacetamido)-2-methylphenyl)nicotinamide